methyl 4-methyl-3-(2-(piperazin-1-yl)acetamido)thiophene-2-carboxylate hydrochloride Cl.CC=1C(=C(SC1)C(=O)OC)NC(CN1CCNCC1)=O